C1=CC=CC=2C3=CC=CC=C3C(C12)COC(=O)NC(C(=O)O)CCCNC(=O)N 2-((((9H-fluoren-9-yl)methoxy)carbonyl)amino)-5-ureidopentanoic acid